(2S)-2,8-dimethyl-4H-1,4-benzoxazin-3-one C[C@@H]1OC2=C(NC1=O)C=CC=C2C